di(n-butyl)(2-ethylhexyl)cyclohexane C(CCC)C1(CCC(CC1)CC(CCCC)CC)CCCC